tert-butyl (tert-butoxycarbonyl)(7-(pyridin-3-yl)-5-(4,4,5,5-tetramethyl-1,3,2-dioxaborolan-2-yl)-7H-pyrrolo[2,3-d]pyrimidin-4-yl)carbamate C(C)(C)(C)OC(=O)N(C(OC(C)(C)C)=O)C=1C2=C(N=CN1)N(C=C2B2OC(C(O2)(C)C)(C)C)C=2C=NC=CC2